ClC=1C2=C(N=C(N1)CC(C)C)SC(=C2)C 4-chloro-2-isobutyl-6-methylthieno[2,3-d]pyrimidine